5-[(4R,10bS)-8-[2-(dimethylamino)ethylamino]-4-methyl-3,4,6,10b-tetrahydro-1H-pyrazino[2,1-a]isoindol-2-yl]quinoline-8-carbonitrile CN(CCNC=1C=C2CN3[C@@H](C2=CC1)CN(C[C@H]3C)C3=C1C=CC=NC1=C(C=C3)C#N)C